3-[4-amino-5-(trifluoromethyl)pyrrolo[2,1-f][1,2,4]triazin-7-yl]-N-[(3R,4S)-1-(2,2-difluorocyclopropanecarbonyl)-4-fluoropyrrolidin-3-yl]-4-fluoro-benzamide NC1=NC=NN2C1=C(C=C2C=2C=C(C(=O)N[C@@H]1CN(C[C@@H]1F)C(=O)C1C(C1)(F)F)C=CC2F)C(F)(F)F